5-[(2-fluorophenyl)methoxy]-N-[1-(hydroxymethyl)cyclobutyl]-2-methyl-1-benzothiophene-3-carboxamide FC1=C(C=CC=C1)COC=1C=CC2=C(C(=C(S2)C)C(=O)NC2(CCC2)CO)C1